C(CCCCC)C(C(=O)OCCCCCC1(OCC(O1)CCO)CCCCCOC(CN(C)C(CC(CCCCCCC)CCCCCCC)=O)=O)CCCCCCCC 5-(2-(5-((N-(3-Heptyldecanoyl)-N-methylglycyl)oxy)pentyl)-4-(2-hydroxyethyl)-1,3-dioxolan-2-yl)pentyl 2-hexyldecanoate